ClC1=CC(=C2CCN(CC2=C1)C(=O)C1CCOCC1)[C@H]1NCCOC1 (R)-3-(7-chloro-2-(tetrahydro-2H-pyran-4-carbonyl)-1,2,3,4-tetrahydroisoquinolin-5-yl)morpholine